(S)-methyl 2-((S)-2-amino-3-cyclopropylpropanamido)-3-((S)-2-oxopyrrolidin-3-yl)propanoate hydrochloride Cl.N[C@H](C(=O)N[C@H](C(=O)OC)C[C@H]1C(NCC1)=O)CC1CC1